6-(1-(8-(cyclopropylmethyl)-8-azabicyclo[3.2.1]octan-3-yl)piperidin-4-yl)-7-fluoro-1-methyl-2-(4-(methylsulfonyl)phenyl)-1H-benzo[d]imidazole C1(CC1)CN1C2CC(CC1CC2)N2CCC(CC2)C=2C=CC1=C(N(C(=N1)C1=CC=C(C=C1)S(=O)(=O)C)C)C2F